tert-Butyl (S)-4-(7-(6-(bis(4-methoxybenzyl) amino)-3-iodo-4-methylpyridin-2-yl)-8-oxo-6-(trifluoromethyl)-8H-pyrido[2,1-f][1,2,4]triazin-4-yl)-3-methylpiperazine-1-carboxylate COC1=CC=C(CN(C2=CC(=C(C(=N2)C2=C(C=C3C(=NC=NN3C2=O)N2[C@H](CN(CC2)C(=O)OC(C)(C)C)C)C(F)(F)F)I)C)CC2=CC=C(C=C2)OC)C=C1